1,1-bis[(di-4-tolylamino)phenyl]cyclohexaneN C1(=CC=C(C=C1)N(C1=CC=C(C=C1)C)C1=C(C=CC=C1)C1(C=CCCC1)C1=C(C=CC=C1)N(C1=CC=C(C=C1)C)C1=CC=C(C=C1)C)C